C([O-])([O-])=O.[Mn+2] Manganese(II) carbonate